3-[[4-[[(3R,4S)-3-isobutyl-1,2,3,4-tetrahydroisoquinolin-4-yl]oxy]-6-(o-tolyl)pyrimidin-2-yl]sulfamoyl]benzoic acid C(C(C)C)[C@H]1NCC2=CC=CC=C2[C@@H]1OC1=NC(=NC(=C1)C1=C(C=CC=C1)C)NS(=O)(=O)C=1C=C(C(=O)O)C=CC1